ClC1=CC=C(C=C1)C1C(CNCC1)(F)F 4-(4-Chlorophenyl)-3,3-difluoropiperidine